2-oxo-pyrrolidine-3-carboxamide O=C1NCCC1C(=O)N